IC1=NN(C(=C1)C1C2CC(CC12)O)C(C)C 6-(3-iodo-1-isopropyl-1H-pyrazol-5-yl)bicyclo[3.1.0]hexan-3-ol